pyrenemethylamine hydrochloride salt Cl.C1(=CC=C2C=CC3=CC=CC4=CC=C1C2=C34)CN